C(C)(C)(C)OC(=O)N[C@@H](COC)C(=O)O N-(tert-butoxycarbonyl)-O-methylserine